ClC1=C(C#N)C=CC(=C1)N1CC2(C[C@@H]1C)CCN(CC2)C(C2=CN=C(C=C2)SC2CCNCC2)=O (S)-2-Chloro-4-(3-methyl-8-(6-(piperidin-4-ylthio)nicotinoyl)-2,8-diazaspiro[4.5]decan-2-yl)benzonitrile